(N-[4-Amino-5-[4-[2-(4-methyl-1-piperidyl)-2-oxoethoxy]benzoyl]thiazol-2-yl]-4-fluoroanilino)propanamid NC=1N=C(SC1C(C1=CC=C(C=C1)OCC(=O)N1CCC(CC1)C)=O)N(C1=CC=C(C=C1)F)C(C(=O)N)C